CC1(CC(CO1)NC=1N=NC(=C2C1C=NC=C2)C2=C(C=C(C=C2F)C)O)C 2-(4-((5,5-dimethyltetrahydrofuran-3-yl)amino)pyrido[3,4-d]pyridazin-1-yl)-3-fluoro-5-methylphenol